FC1([C@@H](COC1)NC(N(C1(CCC1)C1=CC=NC=C1)C)=O)F 3-[(3R)-4,4-difluorotetrahydrofuran-3-yl]-1-methyl-1-[1-(4-pyridyl)cyclobutyl]urea